FC=1C=C(CSC=2N(C(C3=C(N2)N(N=C3)C)=O)CCC3=CC=CC=C3)C=CC1 6-((3-fluorobenzyl)thio)-1-methyl-5-phenethyl-1H-pyrazolo[3,4-d]pyrimidin-4(5H)-one